ClC=1C=C(C=CC1Cl)C=1N=NSC1 4-(3,4-dichlorophenyl)-1,2,3-thiadiazole